C(C)OC(=O)C=1C=NN(C1)C1CCC2(OCCO2)CC1 1-(1,4-Dioxaspiro[4.5]dec-8-yl)-1H-pyrazole-4-carboxylic acid ethyl ester